N(=C=O)C1=C(C=CC=C1)C(F)(F)F 1-isocyanato-2-(Trifluoromethyl)benzene